C(C)OC(CC1CCCCC1)=O 4-(2-Ethoxy-2-oxoethyl)cyclohexane